1-benzyl-3a-(fluoromethyl)-5-methyloctahydropyrrolo[2,3-c]Pyrrole C(C1=CC=CC=C1)N1CCC2(C1CN(C2)C)CF